C(C)O[Si](CCCN=C=O)(OCC)OCC 3-(triethoxysilyl)-propyl isocyanate